Cl.BrC=1C=C(C=C2C(=CNC12)CCN)C 2-(7-bromo-5-methyl-1H-indol-3-yl)ethylamine hydrochloride